CC1=C(C(=CC=C1)C)C(C)OC=1C=C(NC1C(NC)=O)C(=O)O 4-(1-(2,6-dimethylphenyl)ethoxy)-5-(methylcarbamoyl)-1H-pyrrole-2-carboxylic acid